F[C@@H]1[C@@H](C1)C(=O)NC=1N=CC2=CC(=NC=C2C1)C=1C=NC(=CC1C)C(CC)O (1S,2S)-2-fluoro-N-(7-{6-[1-hydroxypropyl]-4-methylpyridin-3-yl}-2,6-naphthyridin-3-yl)cyclopropane-1-carboxamide